C(C)OC(CN1CCC(C2=CC(=CC=C12)OC)=O)=O 4-oxo-6-methoxy-2,3-dihydro-1(4H)-quinolineacetic acid ethyl ester